6-benzyl-2-(3,5-difluoro-4-hydroxyphenyl)-7,8-dihydroquinolin-5(6H)-one C(C1=CC=CC=C1)C1C(C=2C=CC(=NC2CC1)C1=CC(=C(C(=C1)F)O)F)=O